(8Z)-oxacycloheptadec-8-en-2-one O1C(CCCCC\C=C/CCCCCCCC1)=O